(S)-3-((4-(5-(2-fluoro-2-methylpropyl)-2-(2H-tetrazol-5-yl)-3-(trifluoromethyl)phenyl)-2-methylpiperazin-1-yl)methyl)pyridazine FC(CC=1C=C(C(=C(C1)N1C[C@@H](N(CC1)CC=1N=NC=CC1)C)C=1N=NNN1)C(F)(F)F)(C)C